[3-[6-(1,1-Dioxo-1,4-thiazinan-4-yl)-3-pyridyl]azetidin-1-yl]-[3-(1H-1,2,4-triazol-5-yl)pyrrolidin-1-yl]methanone O=S1(CCN(CC1)C1=CC=C(C=N1)C1CN(C1)C(=O)N1CC(CC1)C1=NC=NN1)=O